C(C)S(=O)(=O)C1=CC=C(C=C1)[C@H](CCO)NC(OC(C)(C)C)=O tert-butyl (S)-(1-(4-(ethylsulfonyl)phenyl)-3-hydroxypropyl)carbamate